2-(PROPYLSULFANYL)ACETALDEHYDE C(CC)SCC=O